COC(C1=C(N=C(C=C1)Cl)C)=O 6-Chloro-2-methylnicotinic acid methyl ester